10,12-Hexadecadienoic acid C(CCCCCCCCC=CC=CCCC)(=O)O